isobutylbis(2,6-di-t-butyl-4-methylphenoxy)aluminum C(C(C)C)[Al](OC1=C(C=C(C=C1C(C)(C)C)C)C(C)(C)C)OC1=C(C=C(C=C1C(C)(C)C)C)C(C)(C)C